Di(methane-sulfonyl) peroxide CS(=O)(=O)OOS(=O)(=O)C